N-(2-morpholinobenzo[d]oxazol-6-yl)-1H-indole-3-carboxamide O1CCN(CC1)C=1OC2=C(N1)C=CC(=C2)NC(=O)C2=CNC1=CC=CC=C21